methyl 1-(2-nitro-4-(trifluoromethoxy)phenyl)cyclopropane-1-carboxylate [N+](=O)([O-])C1=C(C=CC(=C1)OC(F)(F)F)C1(CC1)C(=O)OC